N-[4-(3-cyanophenyl)-5-(2,6-dimethyl-4-pyridinyl)thiazol-2-yl]-4-(2-hydroxyethyl)piperazine-1-carboxamide C(#N)C=1C=C(C=CC1)C=1N=C(SC1C1=CC(=NC(=C1)C)C)NC(=O)N1CCN(CC1)CCO